COC1=NC(=NC(=C1)OC)OC1=C(C(=O)O\N=C\C2=C(C=CC=C2)C(F)(F)F)C(=CC=C1)OC1=NC(=CC(=N1)OC)OC (E)-2-(trifluoromethyl)benzaldehyde O-{2,6-bis[(4,6-dimethoxypyrimidin-2-yl)oxy]benzoyl} oxime